ClC=1C=CC=C2C(=C(NC12)C1CC1)C=O 7-CHLORO-2-CYCLOPROPYL-1H-INDOLE-3-CARBOXALDEHYDE